2-((5-bromo-2-((4-((4-(4-(2,6-dioxopiperidin-3-yl)benzyl)piperazin-1-yl)sulfonyl)-2-methylphenyl)amino)pyrimidin-4-yl)amino)-6-fluorobenzamide BrC=1C(=NC(=NC1)NC1=C(C=C(C=C1)S(=O)(=O)N1CCN(CC1)CC1=CC=C(C=C1)C1C(NC(CC1)=O)=O)C)NC1=C(C(=O)N)C(=CC=C1)F